2-amino-N-(5-(1,4-dimethyl-1H-pyrazol-5-yl)pyridin-2-yl)-2-((1r,4r)-4-(trifluoromethyl)cyclohexyl)acetamide NC(C(=O)NC1=NC=C(C=C1)C1=C(C=NN1C)C)C1CCC(CC1)C(F)(F)F